2-(Boc-amino)pyrrolidine-5-boronic acid pinacol ester C(=O)(OC(C)(C)C)NC1NC(CC1)B1OC(C)(C)C(C)(C)O1